ClC1=CC=C(C(=N1)C(=O)OC)N[C@H](C)C=1C=C(C=C2C(N(C(=NC12)C1(OCCC1)C)C)=O)C methyl 6-chloro-3-(((1R)-1-(3,6-dimethyl-2-(2-methyltetrahydrofuran-2-yl)-4-oxo-3,4-dihydroquinazolin-8-yl)ethyl)amino)picolinate